C(C)(C)(C)OC(=O)N1CC2=C(N(C=3C=CC=CC23)C2=NC=CC=N2)CC1 5-(pyrimidin-2-yl)-1,3,4,5-tetrahydro-2H-pyrido[4,3-b]indole-2-carboxylic acid tert-butyl ester